N-[4-[(6,7-dimethoxy-1,5-naphthyridin-4-yl)oxy]-3-fluorophenyl]-5-(4-fluorophenyl)-6-(hydroxymethyl)-1-methyl-4-oxopyridine-3-carboxamide COC=1N=C2C(=CC=NC2=CC1OC)OC1=C(C=C(C=C1)NC(=O)C1=CN(C(=C(C1=O)C1=CC=C(C=C1)F)CO)C)F